(E)-4-cyclohexylbut-3-en-2-one C1(CCCCC1)/C=C/C(C)=O